N-benzyl-9,10-dihydroacridine C(C1=CC=CC=C1)N1C=2C=CC=CC2CC2=CC=CC=C12